1-(4-(4-(6-(1-methyl-1H-pyrazol-4-yl)-3-(pyridin-3-yl)pyrazolo[1,5-a]pyridin-4-yl)phenyl)piperazin-1-yl)prop-2-en-1-one CN1N=CC(=C1)C=1C=C(C=2N(C1)N=CC2C=2C=NC=CC2)C2=CC=C(C=C2)N2CCN(CC2)C(C=C)=O